2-methoxyethyl 2-((3aS)-3-oxo-3a-propyl-1,3,3a,4,5,6-hexahydroisobenzofuran-1-yl)acetate O=C1OC(C2=CCCC[C@]12CCC)CC(=O)OCCOC